(biphenylyl)(dimethylindenopyridineyl)(phenyldibenzoselenophenyl)triazine C1(=C(C=CC=C1)C1=C(C(=NN=N1)C1=C(C=CC=2[Se]C3=C(C21)C=CC=C3)C3=CC=CC=C3)C3=NC2=C(C(=C3C)C)C=3C=CC=CC3C2)C2=CC=CC=C2